C(C1=CC=CC=C1)O[C@@H]1[C@@H](CCC1)OC1=C(C=C(C=C1[N+](=O)[O-])F)F 2-((Cis-2-(benzyloxy)cyclopentyl)oxy)-1,5-difluoro-3-nitrobenzene